FC1=CC2=C(N(C(=N2)N2C[C@H]([C@@H](CC2)F)N)CC=2SC=C(N2)C)C=C1F (3R,4R)-1-(5,6-Difluoro-1-((4-methylthiazol-2-yl)methyl)-1H-benzo[d]imidazol-2-yl)-4-fluoropiperidin-3-amin